[Cu](Cl)Cl.C(CCN)N.C(CCN)N Bis(1,3-propanediamine) Copper(II) Dichloride